NC=1C2=C(N=CN1)C(=NC(=C2)N2CCC(CC2)O)C2=C(C(=CC=C2C)O)C (R)-1-(4-amino-8-(3-hydroxy-2,6-dimethylphenyl)pyrido[3,4-d]pyrimidin-6-yl)piperidin-4-ol